5-methoxy-1-p-toluenesulfonyl-1H-pyrrolo[3,2-b]pyridine COC1=CC=C2C(=N1)C=CN2S(=O)(=O)C2=CC=C(C)C=C2